N1=CC=CC2=CC(=CC=C12)C1=CN=CC(=N1)C(=O)N 6-(quinolin-6-yl)pyrazine-2-carboxamide